N,N'-bis-tert-butoxycarbonyl-3-guanidinomethyl-benzoic acid C(C)(C)(C)OC(=O)N(C(=NC(=O)OC(C)(C)C)N)CC=1C=C(C(=O)O)C=CC1